C1(CCC1)OC1=CC=2N(C=C1C(=O)NC=1C(N(C=CC1)[C@H]1[C@H](C1)F)=O)C=C(N2)C21COC(C2)(C1)C 7-cyclobutoxy-N-(1-((1R,2S)-2-fluorocyclopropyl)-2-oxo-1,2-dihydropyridin-3-yl)-2-(1-methyl-2-oxabicyclo[2.1.1]hex-4-yl)imidazo[1,2-a]pyridine-6-carboxamide